5-[4-[3-[2-[4-(Trifluoromethyl)-1-piperidyl]ethoxy]pyrrolidine-1-yl]furo[2,3-d]pyrimidin-6-yl]-1H-pyrimidine-2,4-dione FC(C1CCN(CC1)CCOC1CN(CC1)C=1C2=C(N=CN1)OC(=C2)C=2C(NC(NC2)=O)=O)(F)F